2,5-Diethynyl-3-hexylthiophene C(#C)C=1SC(=CC1CCCCCC)C#C